C(CCCCCCCCCCCCCCCC=CCCCCCC)(=O)O 17-tetracosenoic acid